FC1([C@H]2C/C(/[C@H]([C@@H](C1)N2)OC)=C/C2=CN=C(N=N2)C2=C(C=C(C=C2)N2C=NC=C2)O)F 2-(6-((Z)-((1R,2R,5R)-6,6-difluoro-2-methoxy-8-azabicyclo[3.2.1]octan-3-ylidene)methyl)-1,2,4-triazin-3-yl)-5-(1H-imidazol-1-yl)phenol